NC1=C(C(=NN1C1CC(CC1)=O)C1=CC=C(C=C1)CNC(C1=C(C=CC=C1)OC)=O)C(=O)N 5-Amino-3-[4-[[(2-methoxybenzoyl)amino]methyl]phenyl]-1-(3-oxocyclopentyl)pyrazole-4-carboxamide